FC1=C2C=C(N(C2=CC=C1N1C(C2=CC(=C(C=C2C(=N1)C(=O)N1CCC(CC1)F)OC)OC)=O)C)C 2-(4-fluoro-1,2-dimethyl-1H-indol-5-yl)-4-(4-fluoropiperidine-1-carbonyl)-6,7-dimethoxyphthalazin-1(2H)-one